N-((1R)-3-cyano-3-azabicyclo[3.2.0]heptan-1-yl)-5-(2-((4-fluorophenyl)thio)phenyl)-1H-pyrazole-3-carboxamide C(#N)N1C[C@]2(CCC2C1)NC(=O)C1=NNC(=C1)C1=C(C=CC=C1)SC1=CC=C(C=C1)F